2-(azetidin-1-yl)-N-{4-[(6-{8-chloro-1H,2H,3H-pyrido[2,3-b][1,4]oxazin-7-yl}-5,6,7,8-tetrahydro-2,6-naphthyridin-3-yl)amino]-2-methylphenyl}acetamide N1(CCC1)CC(=O)NC1=C(C=C(C=C1)NC=1N=CC=2CCN(CC2C1)C1=C(C2=C(OCCN2)N=C1)Cl)C